NC1=NC=2C=C(C=CC2C2=C1N=C(N2)CCOC)C=2C=NC=C(C2)CO 4-amino-7-(5-hydroxymethylpyridin-3-yl)-2-(2-methoxyethyl)-1H-imidazo[4,5-c]quinolin